1-(3-((2-((4-(4-acetylpiperazin-1-yl)-2-cyclopropylphenyl)amino)-5-(trifluoromethyl)pyrimidin-4-yl)amino)propyl)piperidin-2-one C(C)(=O)N1CCN(CC1)C1=CC(=C(C=C1)NC1=NC=C(C(=N1)NCCCN1C(CCCC1)=O)C(F)(F)F)C1CC1